2-(4-(bromomethyl)-3-fluorophenyl)-4-(2,6-difluorobenzyl)-2,4-dihydro-3H-1,2,4-triazol-3-one BrCC1=C(C=C(C=C1)N1N=CN(C1=O)CC1=C(C=CC=C1F)F)F